pentaerythritol tetrakis(β-laurylthiopropionate) C(CCCCCCCCCCC)CCC(=S)OCC(COC(CCCCCCCCCCCCCC)=S)(COC(CCCCCCCCCCCCCC)=S)COC(CCCCCCCCCCCCCC)=S